2-hydroxy-N-((6aR,8R)-5-(4-(trifluoromethyl)phenyl)-5,6,6a,7,8,9-hexahydropyrido[3,2-e]pyrrolo[1,2-a]pyrazin-8-yl)propanamide OC(C(=O)N[C@@H]1C[C@H]2N(C3=C(N(C2)C2=CC=C(C=C2)C(F)(F)F)C=CC=N3)C1)C